C[C@]1([C@H](C[C@@H]2[C@@]([C@H]1O)([C@@H]([C@H]([C@H](O2)O)O)O)O)O)O The molecule is a heptol that is 6-methylhexahydro-1-benzopyran carrying seven hydroxy substituents located at positions 2, 3, 4, 4a, 5, 6 and 7. It is a heptol, an organic heterobicyclic compound and a lactol.